(S)-4-((1-(2,5-difluorophenyl)ethyl)amino)-2,6-difluoro-N-(isoxazol-3-yl)-N-((2-(trimethylsilyl)ethoxy)methyl)benzenesulfonamide FC1=C(C=C(C=C1)F)[C@H](C)NC1=CC(=C(C(=C1)F)S(=O)(=O)N(COCC[Si](C)(C)C)C1=NOC=C1)F